BrC=1C(=C(N(CC2=CC=C(C=C2)OC)CC2=CC=C(C=C2)OC)C=C(C1CC(F)(F)F)C)F 3-bromo-2-fluoro-N,N-bis(4-methoxybenzyl)-5-methyl-4-(2,2,2-trifluoroethyl)aniline